1-(5-(3-cyano-6-(1-methyl-1H-pyrazol-4-yl)pyrazolo[1,5-a]pyridin-4-yl)pyridin-2-yl)piperidine-4-sulfonic acid C(#N)C=1C=NN2C1C(=CC(=C2)C=2C=NN(C2)C)C=2C=CC(=NC2)N2CCC(CC2)S(=O)(=O)O